2-chloro-N-((1-((4-chlorophenyl)-L-leucyl)piperidin-4-yl)methyl)acetamide ClCC(=O)NCC1CCN(CC1)C([C@@H](NC1=CC=C(C=C1)Cl)CC(C)C)=O